[(diphenyl-d10)triazinylphenyl-d4]dibenzoselenophene C1(C(C(C(C(C1[2H])([2H])[2H])([2H])[2H])([2H])[2H])([2H])[2H])([2H])C1=C(C(=NN=N1)C1=C(C(=C(C(=C1C1=CC=CC=2[Se]C3=C(C21)C=CC=C3)[2H])[2H])[2H])[2H])C3(C(C(C(C(C3[2H])([2H])[2H])([2H])[2H])([2H])[2H])([2H])[2H])[2H]